C1(=CC=CC=C1)C1=C(C2=CC=CC=C2C=C1)N beta-phenyl-naphthylamine